O1CNCCCCC1 1,3-oxazocane